2-chloro-5-((3-chloro-2-(1H-pyrrol-1-yl)pyridin-4-yl)thio)pyrazine tert-butyl-(R)-3-(2,2,2-trifluoroacetamido)pyrrolidine-1-carboxylate C(C)(C)(C)OC(=O)N1C[C@@H](CC1)NC(C(F)(F)F)=O.ClC1=NC=C(N=C1)SC1=C(C(=NC=C1)N1C=CC=C1)Cl